6-((2R,3R)-3-aminotetrahydro-2H-pyran-2-yl)-N-benzyl-7-bromo-2-chlorothieno[3,2-d]pyrimidin-4-amine N[C@H]1[C@@H](OCCC1)C1=C(C=2N=C(N=C(C2S1)NCC1=CC=CC=C1)Cl)Br